BrC1=C2C(=CN=C1)N(C=C2)C2=C(C=C(C=C2)Cl)F 4-bromo-1-(4-chloro-2-fluoro-phenyl)pyrrolo[2,3-c]pyridine